C(C)(=O)O[C@H]1[C@@H](SC=2C=C(C(=NC2)C(F)(F)F)Br)O[C@@H]([C@@H]([C@@H]1N1N=NC(=C1)C=1N=C(SC1C)N)OC(C)=O)COC(C)=O 3-Bromo-2-(trifluoromethyl)pyridin-5-yl 2,4,6-tri-O-acetyl-3-[4-(2-amino-5-methylthiazol-4-yl)-1H-1,2,3-triazol-1-yl]-3-deoxy-1-thio-α-D-galactopyranoside